[Br-].C(CCCCCCCCCCCCCCC)[N+](C)(C)CCCCCCCCCCCCCCCC bis-hexadecyl-dimethyl-ammonium bromide